(R)-3-((2,4-difluorobenzyl)amino)-6-fluoro-5-(1-(2-fluorophenyl)ethyl)-4H-benzo[e][1,2,4]thiadiazine 1,1-dioxide FC1=C(CNC2=NS(C3=C(N2)C(=C(C=C3)F)[C@H](C)C3=C(C=CC=C3)F)(=O)=O)C=CC(=C1)F